CN1N=CC(=C1)C=1C(=C2CCCOC2=CC1)N1CCC(CC1)N1CCOCC1 6-(1-methyl-1H-pyrazol-4-yl)-5-(4-morpholinopiperidin-1-yl)chroman